N1(CCC1)CCN1C(N(C2=NC(=NC=C12)Cl)CC1=CC=C(C=C1)N1N=C(C=C1C)C(F)(F)F)=O 7-[2-(azetidin-1-yl)ethyl]-2-chloro-9-([4-[5-methyl-3-(trifluoromethyl)pyrazol-1-yl]phenyl]methyl)purin-8-one